(3R)-1-{4-[6-({6-[(1S,4S)-5-Methyl-2,5-diazabicyclo[2.2.1]heptan-2-yl]pyrazin-2-yl}amino)-[1,3]thiazolo[5,4-c]pyridin-2-yl]pyridin-2-yl}pyrrolidin-3-ol CN1[C@@H]2CN([C@H](C1)C2)C2=CN=CC(=N2)NC2=CC1=C(C=N2)SC(=N1)C1=CC(=NC=C1)N1C[C@@H](CC1)O